2-methyl-4-neopentylbenzaldehyde CC1=C(C=O)C=CC(=C1)CC(C)(C)C